FC=1C=C(C=NC1C)[C@H]1N(OCC1)C(=O)[C@@H]1CC[C@H](CC1)CC=1C=CC=2N(C1)N=CN2 trans-[(3S)-3-(5-fluoro-6-methylpyridin-3-yl)-1,2-oxazolidin-2-yl]-[4-([1,2,4]triazolo[1,5-a]pyridin-6-ylmethyl)cyclohexyl]methanone